N-(2,6-dimethyl-4-(trifluoromethyl)phenyl)-1-(tetrahydro-2H-pyran-2-yl)-1H-imidazo[4,5-c]pyridin-4-amine CC1=C(C(=CC(=C1)C(F)(F)F)C)NC1=NC=CC2=C1N=CN2C2OCCCC2